3-(5-(((1S,2S)-2-(3-(1,1-dioxidotetrahydro-2H-thiopyran-4-yl)-azetidin-1-yl)-cyclohexyl)oxy)-1-oxoisoindolin-2-yl)piperidine-2,6-dione O=S1(CCC(CC1)C1CN(C1)[C@@H]1[C@H](CCCC1)OC=1C=C2CN(C(C2=CC1)=O)C1C(NC(CC1)=O)=O)=O